COC(=O)C1=CC=C2C(N1)=NC=C2 Pyrrolo[2,3-b]Pyridine-6-carboxylic acid methyl ester